C(C)(C)N1NC(C2=CC=CC=C12)=O 1-isopropyl-1,2-dihydro-3H-indazol-3-one